N-(8-(4,4-difluoropiperidin-1-yl)imidazo[1,2-a]pyrazin-6-yl)-4-iodo-2-(6-azaspiro[2.5]Octan-6-yl)benzamide FC1(CCN(CC1)C=1C=2N(C=C(N1)NC(C1=C(C=C(C=C1)I)N1CCC3(CC3)CC1)=O)C=CN2)F